NC1=NN2C(C=C(C=C2)C=2C(=CC(=C(C(=O)O)C2)C)Cl)=N1.[Li] lithium 5-(2-amino-[1,2,4]triazolo[1,5-a]pyridin-7-yl)-4-chloro-2-methylbenzoic acid